ClC1=C(C=C(C=C1)N1C(N(CC[C@H]1C1=NC2=C(N1[C@@H]1CC[C@H](CC1)OC([2H])([2H])[2H])C=CC(=C2)C=2C(=NOC2C)C)C)=O)F (S)-3-(4-chloro-3-fluorophenyl)-4-(5-(3,5-dimethylisoxazol-4-yl)-1-((trans)-4-(methoxy-d3)cyclohexyl)-1H-benzo[d]imidazol-2-yl)-1-methyltetrahydropyrimidine-2(1H)-one